2-[3-(4-Amino-3,5-difluorophenoxy)propyl]-1,3-isoindolinedione NC1=C(C=C(OCCCN2C(C3=CC=CC=C3C2=O)=O)C=C1F)F